ClC1=C(C=C(C=C1)NC(NC1CCC=2NC3=C(C=CC=C3C2C1)C(=O)NCCOCCO)=O)C(F)(F)F 3-(3-(4-chloro-3-trifluoromethylphenyl)ureido)-N-(2-(2-hydroxyethoxy)ethyl)-2,3,4,9-tetrahydro-1H-carbazole-8-carboxamide